1-(4-{2-[1-(3-Methoxy-propyl)-1H-pyrazol-4-ylamino]-thiazol-4-yl}-phenyl)-pyrrolidin-2-one COCCCN1N=CC(=C1)NC=1SC=C(N1)C1=CC=C(C=C1)N1C(CCC1)=O